ClC=1C=C(C=CC1C#N)N1CC2(C[C@@H]1C)CCN(CC2)C2=CC=C(C(=O)N1CCC(CC1)CN1CCN(CC1)C=1C=CC(=NC1)C(=O)N[C@@H]1C(NC(CC1)=O)=O)C=C2 5-(4-((1-(4-((S)-2-(3-Chloro-4-cyanophenyl)-3-methyl-2,8-diazaspiro[4.5]decan-8-yl)benzoyl)piperidin-4-yl)methyl)piperazin-1-yl)-N-((S)-2,6-dioxopiperidin-3-yl)picolinamide